(E)-3-(4-fluorophenyl)acryloyl chloride FC1=CC=C(C=C1)/C=C/C(=O)Cl